ClC=1C=NC=2N(C1)N=CC2C(=O)NC=2C(=CC1=C(C[C@@](O1)(C)CO)C2)N2CCOCC2 6-chloro-N-[(2S)-2-(hydroxymethyl)-2-methyl-6-morpholino-3H-benzofuran-5-yl]pyrazolo[1,5-a]pyrimidine-3-carboxamide